(R)-2-methyl-N-(5-(3-methyl-1,2,4-oxadiazol-5-yl)-2,3-dihydro-1H-inden-1-yl)isonicotinamide CC=1C=C(C(=O)N[C@@H]2CCC3=CC(=CC=C23)C2=NC(=NO2)C)C=CN1